NC1=C2N=CN(C2=NC(=N1)F)[C@H]1C[C@@H]([C@@](O1)(C#C)CO[P@@](=O)(OC1=CC=CC=C1)N[C@@H](CC1=CC=CC=C1)C(=O)OCCCCCCCCCCCCCCCC)O Hexadecyl ((R)-(((2R,3S,5R)-5-(6-amino-2-fluoro-9H-purin-9-yl)-2-ethynyl-3-hydroxytetrahydrofuran-2-yl) methoxy)(phenoxy)phosphoryl)-L-phenylalaninate